Methyl 6-((N-(3-chloro-4-fluorophenyl)morpholine-4-carboxamido)methyl)nicotinate Sodium hydride [H-].[Na+].ClC=1C=C(C=CC1F)N(C(=O)N1CCOCC1)CC1=NC=C(C(=O)OC)C=C1